heptyl-carbamic acid 1,2,3,4-tetrahydro-quinolin-6-yl ester N1CCCC2=CC(=CC=C12)OC(NCCCCCCC)=O